OC1=C(C=CC=C1)C=1C=C2C(=NN1)NC[C@@H]1N2C[C@@H](N(C1)CC1CCN(CC1)CC1CCNCC1)C 4-((4-(((6aS,9S)-2-(2-hydroxyphenyl)-9-methyl-5,6,6a,7,9,10-hexahydro-8H-pyrazino[1',2':4,5]pyrazino[2,3-c]pyridazin-8-yl)methyl)piperidin-1-yl)methyl)piperidin